ClC=1C=C(C=C2C(CN(C12)C)(C)C)C1=NN=C(O1)O 5-(7-chloro-1,3,3-trimethyl-indolin-5-yl)-1,3,4-oxadiazol-2-ol